N-(3-(Dimethylamino)propyl)-N-(1-(2-((6Z,15Z)-henicosa-6,15-dien-11-ylidene)hydrazineyl)-1-oxododecan-3-yl)decanamide CN(CCCN(C(CCCCCCCCC)=O)C(CC(=O)NN=C(CCC\C=C/CCCCC)CCC\C=C/CCCCC)CCCCCCCCC)C